C=C(CCOC(CC)=O)CCCC(=C)C 3-Methylen-7-methyl-7-octenylpropionat